C(#N)[C@@H](C[C@H]1C(NCC1)=O)NC(=O)[C@H]1N([C@H]2CC([C@@H]1CC2)(F)F)C(=O)C=2NC1=CC=CC(=C1C2)OC (1R,3S,4R)-N-((R)-1-cyano-2-((S)-2-oxopyrrolidin-3-yl)ethyl)-5,5-difluoro-2-(4-methoxy-1H-indole-2-carbonyl)-2-azabicyclo[2.2.2]octane-3-carboxamide